C1(CC1)C1=CC=CN(C1=O)C(C)C 5-cyclopropyl-6-oxo-1-(propan-2-yl)-1,6-dihydropyridine